N-(m-tolylaminocarbonyl)valine C1(=CC(=CC=C1)NC(=O)N[C@@H](C(C)C)C(=O)O)C